CC1=C(C=C(C=C1)N1N=C(C=C1S(=O)C)C(=O)N)NC=1SC=C(N1)C=1C=NC=CC1 (4-methyl-3-((4-(pyridin-3-yl)thiazol-2-yl)amino)phenyl)-5-(methylsulfinyl)-1H-pyrazole-3-carboxamide